C1CC12CCN(CC2)C2=C(C(=O)NC1=CC=CC3=C1N=C1N3CCC1)C=CC(=C2)I 2-{6-azaspiro[2.5]octan-6-yl}-N-{2,3-dihydro-1H-benzo[d]pyrrolo[1,2-a]imidazol-5-yl}-4-iodobenzamide